O1C(=CC=C1)C(=O)[O-].[Na+] sodium furanic acid salt